FC(CCCC)(F)C1=CC=C(C=C1)CC(NO)=N 2-(4-(1,1-difluoropentyl)phenyl)-N-hydroxyacetimidamide